C(CC)S(=O)(=O)[O-].C[NH+](CCCNC(C(=C)C)=O)C dimethyl-(methacryloylaminopropyl)ammonium propanesulfonate